ClC=1C=C(C=CC1)CC1=CN=C(S1)NC(=O)C1(COCC1)C N-[5-[(3-chlorophenyl)methyl]thiazol-2-yl]-3-methyl-tetrahydrofuran-3-carboxamide